C(C)(C)(C)OC(=O)N1CCC12CCN(CC2)C2=C(C=CC=C2[N+](=O)[O-])F 7-(2-fluoro-6-nitrophenyl)-1,7-diazaspiro[3.5]nonane-1-carboxylic acid tert-butyl ester